CN1C(N(CC(C1)CN1C=NC=2C1=NC(=CC2N2CCOCC2)NN=C(C)C=2C=C(C=CC2)C)C)=O 1,3-dimethyl-5-((7-morpholino-5-(2-(1-(m-tolyl)ethylidene)hydrazinyl)-3H-imidazo[4,5-b]pyridin-3-yl)methyl)tetrahydropyrimidin-2(1H)-one